(2R)-5-[6-(difluoromethyl)-5-methyl-3-pyridyl]-9-fluoro-2-methyl-spiro[2H-1,4-benzoxazepine-3,1'-cyclopropane] FC(C1=C(C=C(C=N1)C1=NC2(CC2)[C@H](OC2=C1C=CC=C2F)C)C)F